CC1=CC(=NN1C1=CC=C(C=C1)OC(F)(F)F)N1C2CN(C(C1)C2)CCN2CCOCC2 4-[2-[5-[5-methyl-1-[4-(trifluoromethoxy)phenyl]pyrazol-3-yl]-2,5-diazabicyclo[2.2.1]heptan-2-yl]ethyl]morpholine